(2-cyclopropylphenyl)pyridine-4-carboxamide C1(CC1)C1=C(C=CC=C1)C1=NC=CC(=C1)C(=O)N